[Na].[N+](=O)([O-])C1=CC=C(C(C=O)=C1)O 5-nitrosalicylaldehyde sodium salt